C(C)(C)(C)NC(=O)C1=NC=CC(=C1)NC(CC1=CC(=CC=C1)O)=O N-tert-butyl-4-[[2-(3-hydroxyphenyl)acetyl]amino]pyridine-2-carboxamide